CC1=CC(C=C2CC[C@H]3[C@@H]4CCC([C@@]4(C)CC[C@@H]3[C@@]12C)=O)=O 1-methyl-3,17-diketo-androsta-1,4-diene